(6S,8R)-N-(5-chloro-6-(2H-1,2,3-triazol-2-yl)pyridin-3-yl)-8-(1-cyclopropyl-1H-pyrazol-3-yl)-2-fluoro-8-methyl-7,8-dihydro-6H-cyclopenta[e]pyrazolo[1,5-a]pyrimidine-6-carboxamide ClC=1C=C(C=NC1N1N=CC=N1)NC(=O)[C@H]1C[C@@](C2=C1C=NC=1N2N=C(C1)F)(C)C1=NN(C=C1)C1CC1